1-tetrahydropyran-4-ylpyrazol-3-amine O1CCC(CC1)N1N=C(C=C1)N